benzyl 4-[4-(difluoromethyl)phenyl]-4-[[4-(trifluoromethoxy)phenyl] sulfonylamino]piperidine-1-carboxylate FC(C1=CC=C(C=C1)C1(CCN(CC1)C(=O)OCC1=CC=CC=C1)NS(=O)(=O)C1=CC=C(C=C1)OC(F)(F)F)F